N-(5-(1-cycloheptylazetidine-3-carboxamido)-2-methylpyridin-3-yl)-6-(1-methyl-1H-pyrazol-4-yl)pyrazolo[1,5-a]pyrazine-3-carboxamide C1(CCCCCC1)N1CC(C1)C(=O)NC=1C=C(C(=NC1)C)NC(=O)C=1C=NN2C1C=NC(=C2)C=2C=NN(C2)C